C(#N)C1(CC1)NC([C@H](CC=1OC2=C(N1)C=C(C(=C2)F)F)NC(=O)C=2C(=NN(C2)C2CC2)C)=O (S)-N-(1-((1-cyanocyclopropyl)amino)-3-(5,6-difluorobenzo[d]oxazol-2-yl)-1-oxopropan-2-yl)-1-cyclopropyl-3-methyl-1H-pyrazole-4-carboxamide